FC1=C2CCN(CC2=CC(=C1)OC)C=1C=NC(=NC1)C1=NC=CC=N1 5-fluoro-7-methoxy-2-(2-pyrimidin-2-ylpyrimidin-5-yl)-3,4-dihydro-1H-isoquinoline